3-methyl-5-((5-methyl-4-(pentan-3-ylamino)pyrimidin-2-yl)amino)benzo[c][1,2]oxaborol-1(3H)-ol CC1C2=C(B(O1)O)C=CC(=C2)NC2=NC=C(C(=N2)NC(CC)CC)C